FC(C1=NN=NN1CC1=NNC(=C1)C(=O)N)(F)F 3-[[5-(trifluoromethyl)-1H-tetrazol-1-yl]methyl]-1H-pyrazole-5-carboxamide